C(#N)C=1C(=NC=C(C1O)I)C1=C(C=C(CNC(C2=C(C=CC(=C2)F)OC)=O)C=C1)F N-(4-(3-cyano-4-hydroxy-5-iodopyridin-2-yl)-3-fluorobenzyl)-5-fluoro-2-methoxybenzamide